C(CCCCCC(C)C)OCCCN isononyl-oxypropyl-amine